(R)-4-fluoro-3-(10-methyl-8-oxo-9,10,11,12-tetrahydro-8H-[1,4]diazepino[5',6':4,5]thieno[3,2-f]quinolin-3-yl)phenyl trifluoromethanesulfonate FC(S(=O)(=O)OC1=CC(=C(C=C1)F)C1=NC=2C=CC3=C(C2C=C1)C1=C(S3)C(N[C@@H](CN1)C)=O)(F)F